C(#N)C1=NC(=NC(=C1)C)N1CCN(CC1)S(=O)(=O)C=1C=C2CCN(C2=CC1)C(=O)C=1C=C(CNCCCNC(OC(C)(C)C)=O)C=CC1NS(=O)(=O)C tert-butyl (3-((3-(5-((4-(4-cyano-6-methylpyrimidin-2-yl)piperazin-1-yl)sulfonyl)indoline-1-carbonyl)-4-(methylsulfonamido)benzyl)amino)propyl)carbamate